C1(CC1)NC(=O)C=1C=NN2C1N=C(C=C2NC)NC2=C(C=CC=C2)OC N-cyclopropyl-5-((2-methoxyphenyl)amino)-7-(methylamino)pyrazolo[1,5-a]pyrimidine-3-carboxamide